Cl.ClC=1C=C(COC2=CC=C3CCNCC3=C2)C=CC1 7-((3-chlorobenzyl)oxy)-1,2,3,4-tetrahydroisoquinoline hydrochloride